4-((2-chloro-5-nitropyrimidin-4-yl)amino)cyclohexane-1-carboxamide ClC1=NC=C(C(=N1)NC1CCC(CC1)C(=O)N)[N+](=O)[O-]